CC(=O)N(CCC[C@@H](C(=O)N[C@@H](CCCN(C(=O)C)O)C(=O)N[C@@H](CCCN(C(=O)C)O)C(=O)N[C@@H](CO)C(=O)N[C@H]([C@@H]([C@@H]1[C@@H]([C@H]([C@@H](S1)N2C=C/C(=N\\C(=O)N)/N(C2=O)C)O)O)O)C(=O)O)N)O The molecule is a member of the class of desferrialbomycins that is desferrialbomycin epsilon in which the hydrogen attached to the nitrogen at position 4 of the pyrimidone moiety is replaced by a carbamoyl group. The iron(III) complex of desferrialbomycin delta1 is the antibiotic albomycin delta2. It is a member of desferrialbomycins and a member of ureas. It is a conjugate acid of a desferrialbomycin delta2(3-).